tert-butyl (R)-3-((7-chloro-8-fluoro-2-(((S)-5-methyl-5-azaspiro[2.4]heptan-6-yl)methoxy)pyrido[4,3-d]pyrimidin-4-yl)(methyl)amino)pyrrolidine-1-carboxylate ClC1=C(C=2N=C(N=C(C2C=N1)N([C@H]1CN(CC1)C(=O)OC(C)(C)C)C)OC[C@H]1N(CC2(CC2)C1)C)F